BrC=1C=C(C(=NC1)CNC(CC)CC)F N-((5-bromo-3-fluoropyridin-2-yl)methyl)pentan-3-amine